FC=1C=C(C=CC1)[Mg]Br (3-fluorophenyl)magnesium bromide